2-(3-Aminopropyl)pyridine-2,4-diamine 2,2,2-trifluoroacetate FC(C(=O)O)(F)F.NCCCC1(NC=CC(=C1)N)N